N-[3-(1,1-dioxo-1,4-thiazinan-4-yl)propyl]-4-[[3-(3-fluoro-4-methoxyphenyl)imidazo[1,2-a]pyrazin-8-yl]amino]-2-methylbenzamide O=S1(CCN(CC1)CCCNC(C1=C(C=C(C=C1)NC=1C=2N(C=CN1)C(=CN2)C2=CC(=C(C=C2)OC)F)C)=O)=O